[N+](=O)(OCCCCCC(C)(C)C1=CC(=C2[C@@H]3[C@@H](C(OC2=C1)(C)C)CCC(=C3)CO)O)[O-] [6-[(6As,10aS)-1-hydroxy-9-(hydroxymethyl)-6,6-dimethyl-6a,7,8,10a-tetrahydrobenzo[c]chromen-3-yl]-6-methylheptyl] nitrate